C1(CC1)C1=NN(C=C1C1=NC(=C(C=C1)F)C)[C@@H]1C[C@H](C1)CNC=1C=C2CN(C(C2=CC1)=O)[C@@H]1C(NC(CC1)=O)=O (S)-3-(5-(((trans-3-(3-cyclopropyl-4-(5-fluoro-6-methylpyridin-2-yl)-1H-pyrazol-1-yl)cyclobutyl)methyl)amino)-1-oxoisoindolin-2-yl)piperidine-2,6-dione